(E)-1-(2-carboxyethyl)-2-(2-(6-hydroxy-2,3-dihydro-1H-thioxanthene-4-yl)vinyl)-3,3-dimethyl-3H-indole C(=O)(O)CCN1C(C(C2=CC=CC=C12)(C)C)\C=C\C=1CCCC2=CC3=CC=C(C=C3SC12)O